C([C@@H](O)C(O)C(=O)O)(=O)O (S)-tartaric acid